C1(=CC=CC2=CC=CC=C12)CC=1C=C(C(NN1)=O)OC(=O)C1=CC(=NN1)CCC1=CC=C(C=C1)F 3-(4-Fluorophenethyl)-1H-pyrazole-5-carboxylic acid 6-(naphthalen-1-ylmethyl)-3-oxo-2,3-dihydropyridazin-4-yl ester